tert-butyl (S)-2-((2-(4-(tert-butoxycarbonyl)-2,6-difluorophenyl)-7-methylimidazo[1,2-a]pyridin-3-yl)methyl)morpholine-4-carboxylate C(C)(C)(C)OC(=O)C1=CC(=C(C(=C1)F)C=1N=C2N(C=CC(=C2)C)C1C[C@H]1CN(CCO1)C(=O)OC(C)(C)C)F